FS(C1=CC=C(C=C1)S(=O)(=O)N1CCOCC1)(F)(F)(F)F 4-[4-(pentafluoro-lambda6-sulfanyl)phenyl]sulfonylmorpholin